CC1=C(C=C(S1)C(=O)N[C@@H](C(=O)OC)CC=1C=NC(=CC1)C1=CC(=CC=C1)OC(F)(F)F)CCC Methyl (2R)-2-[(5-methyl-4-propylthiophen-2-yl)formamido]-3-{6-[3-(trifluoromethoxy)phenyl]pyridin-3-yl}propanoate